(E)-1-(4-(benzyloxy)phenyl)-3-(3,4-dimethoxyphenyl)prop-2-en-1-one C(C1=CC=CC=C1)OC1=CC=C(C=C1)C(\C=C\C1=CC(=C(C=C1)OC)OC)=O